2-methoxy-4-(6-(4-pentanamidothiophen-2-yl)pyrazin-2-yl)-N-(1,3,4-thiadiazol-2-yl)benzamide COC1=C(C(=O)NC=2SC=NN2)C=CC(=C1)C1=NC(=CN=C1)C=1SC=C(C1)NC(CCCC)=O